FC(C(=O)O)(F)F.C(=O)(O)CN([C@H](C(=O)O)CC(=O)O)C(=O)OCC1=CC=C(C=C1)OC(C1=CC=C(C=C1)NC(=N)N)=O (S)-2-((carboxymethyl)(((4-((4-guanidinobenzoyl)oxy)benzyl)oxy)carbonyl)amino)succinic acid trifluoroacetate